5-(5-(4-methoxy-6-methylpyridin-3-yl)-1-propionyl-4,5-dihydro-1H-pyrazol-3-yl)-4-methylthiophene COC1=C(C=NC(=C1)C)C1CC(=NN1C(CC)=O)C1=C(C=CS1)C